3-benzylidene-6-[(5-tertiary butyl-1H-imidazol-4-yl)deuteromethylene]piperazine-2,5-dione C(C1=CC=CC=C1)=C1C(NC(C(N1)=O)=C([2H])C=1N=CNC1C(C)(C)C)=O